benzyl (1,3-dihydroxypropan-2-yl)carbamate OCC(CO)NC(OCC1=CC=CC=C1)=O